N(=[N+]=[N-])C(=C)C1=CC=C(C=C1)C 1-(1-azidovinyl)-4-methylbenzene